C1(CC1)N(C(OC1CCCC1)=O)CC=1C(=C(C(=CC1CCCCC)O)C1C(CCC(=C1)C)C(=C)C)O cyclopentyl cyclopropyl((2,6-dihydroxy-5'-methyl-4-pentyl-2'-(prop-1-en-2-yl)-1',2',3',4'-tetrahydro-[1,1'-biphenyl]-3-yl)methyl)carbamate